ruthenium (iii) bromide hydrate O.[Ru](Br)(Br)Br